(indazol-6-yl)-2,4-pyrimidinediamine Methanesulfonic Acid Salt CS(=O)(=O)O.N1N=CC2=CC=C(C=C12)C=1C(=NC(=NC1)N)N